(2-methyl-5-nitro-phenyl)boronic acid CC1=C(C=C(C=C1)[N+](=O)[O-])B(O)O